Perfluoropropanesulfonate FC(C(C(F)(F)F)(F)F)(S(=O)(=O)[O-])F